BrC1=C2C=CC(=CC2=CC=C1)C(=O)O 5-bromo-2-naphthoic acid